2-[1-[3-[(2,6-dioxo-3-piperidyl)-methyl-amino]phenyl]-4-fluoro-4-piperidyl]acetic acid O=C1NC(CCC1N(C=1C=C(C=CC1)N1CCC(CC1)(F)CC(=O)O)C)=O